CN(C1CCC(CC1)[N+]1=NOC(=C1)[N-]C(NC1=CC(=CC(=C1)C(F)(F)F)NC(CC1=CC=CC=C1)=O)=O)C (3-((1S,4S)-4-(Dimethylamino)cyclohexyl)-1,2,3-oxadiazol-3-ium-5-yl)((3-(2-phenylacetamido)-5-(trifluoromethyl)phenyl)-carbamoyl)amide